CN1N=CC=2C1=NC(=CC2N2CC1(CC1(C2)C(F)(F)F)C(=O)O)C 3-(1,6-dimethyl-1H-pyrazolo[3,4-b]pyridin-4-yl)-5-(trifluoromethyl)-3-azabicyclo[3.1.0]hexane-1-carboxylic acid